N,N,N',N'-tetramethylurea hexafluorophosphate phosphate P(=O)([O-])([O-])[O-].F[P-](F)(F)(F)(F)F.CN(C(=O)N(C)C)C